8-chloro-4-[8-(9-phenyl-9H-carbazol-3-yl)-1-dibenzofuranyl]-[1]benzofuro[3,2-d]pyrimidine ClC=1C=CC2=C(C1)C=1N=CN=C(C1O2)C2=CC=CC=1OC3=C(C12)C=C(C=C3)C=3C=CC=1N(C2=CC=CC=C2C1C3)C3=CC=CC=C3